CC1(OC[C@@H](O1)C(O)C1=NC=C(C=C1)F)C [(4R)-2,2-dimethyl-1,3-dioxolan-4-yl]-(5-fluoro-2-pyridyl)methanol